methyl 3-((tert-butoxycarbonyl)amino)picolinate C(C)(C)(C)OC(=O)NC=1C(=NC=CC1)C(=O)OC